3'-isopropylbiphenyl C(C)(C)C=1C=C(C=CC1)C1=CC=CC=C1